O,N-Dimethyl-N-[4-(n-propylamino)-6-(prop-2-ynylamino)-[1,3,5]triazin-2-yl]-hydroxylamine CON(C1=NC(=NC(=N1)NCCC)NCC#C)C